(S)-N-((S)-8,9-Difluoro-6-oxo-1,4,5,6-tetrahydro-2H-pyrano[3,4-c]isoquinolin-1-yl)-2-hydroxy-N-methyl-3-phenylpropanamide FC=1C(=CC=2C3=C(NC(C2C1)=O)COC[C@H]3N(C([C@H](CC3=CC=CC=C3)O)=O)C)F